O=C1OC(C2C3C(CCC12)C(=O)OC3=O)=O octahydro-1,3-dioxo-4,5-isobenzofurandicarboxylic anhydride